NC=1C=C2CC3(C(NC4=NC=CC=C43)=O)CC2=CC1 5-Amino-1,3-dihydrospiro[indene-2,3'-pyrrolo[2,3-b]pyridin]-2'(1'H)-one